N-((3R)-pyrrolidin-3-yl)-2-[4-({N-[(4-chlorophenyl)methyl]carbamoyl}amino)phenyl]-N-methylacetamide N1C[C@@H](CC1)N(C(CC1=CC=C(C=C1)NC(NCC1=CC=C(C=C1)Cl)=O)=O)C